N-(3-(1-isopropylpiperidin-4-yl)-1-(5-methylpyridin-2-yl)-1H-pyrazol-5-yl)-6-(1H-pyrazol-5-yl)picolinamide C(C)(C)N1CCC(CC1)C1=NN(C(=C1)NC(C1=NC(=CC=C1)C1=CC=NN1)=O)C1=NC=C(C=C1)C